C(CCC)P(O)(=O)CCCCCCCC butyl-(octyl)phosphinic acid